C(\C=C\C)S(=O)(=O)OC1=CC=CC=C1 phenyl (E)-but-2-ene-1-sulfonate